C(C)OC(=O)C1C2C(CN(C1)C(CC1=CNC3=CC(=CC=C13)Cl)=O)CNC2 5-(2-(6-chloro-1H-indol-3-yl)acetyl)octahydro-1H-pyrrolo[3,4-c]pyridine-7-carboxylic acid ethyl ester